stibabenzene [Sb]1=CC=CC=C1